C1(CCCC1)N1C2=C(N(C(C(C1)(F)F)=O)C)C=NC(=N2)NC2=CC(=C(C(=O)NC1CCN(CC1)C)C=C2OC)F 4-((9-cyclopentyl-7,7-difluoro-5-methyl-6-oxo-6,7,8,9-tetrahydro-5H-pyrimido[4,5-b][1,4]diazepin-2-yl)amino)-2-fluoro-5-methoxy-N-(1-methylpiperidin-4-yl)benzamide